(Sa)-6-(1-((R) or (S)-1-([1,1'-biphenyl]-4-yl)-ethyl)-4-fluoro-1H-indole-7-carboxamido)spiro[3.3]heptane-2-carboxylic acid C1(=CC=C(C=C1)[C@@H](C)N1C=CC2=C(C=CC(=C12)C(=O)NC1CC2(CC(C2)C(=O)O)C1)F)C1=CC=CC=C1 |o1:6|